n-butyl-1H-benzo[D]imidazole-2-carboxamide C(CCC)N1C(=NC2=C1C=CC=C2)C(=O)N